5-(2-aminoanilino)-1,3-dihydro-benzimidazol-2-one NC1=C(NC2=CC3=C(NC(N3)=O)C=C2)C=CC=C1